3-fluoro-N-(3-(3-nitrophenyl)-1-((2-(trimethylsilyl)ethoxy)methyl)-1H-indazol-5-yl)benzamide FC=1C=C(C(=O)NC=2C=C3C(=NN(C3=CC2)COCC[Si](C)(C)C)C2=CC(=CC=C2)[N+](=O)[O-])C=CC1